4-(1-acryloyloctahydro-6H-pyrrolo[3,4-b]pyridin-6-yl)-5-fluoro-3-methyl-2-(trifluoromethyl)-1H-indole-7-carboxamide C(C=C)(=O)N1C2C(CCC1)CN(C2)C2=C1C(=C(NC1=C(C=C2F)C(=O)N)C(F)(F)F)C